C(CCC)OCCOC1=CC=CC=C1 2-(2-butoxyethoxy)benzene